C(C(C)C)N[C@@H]1[C@H](CCCC1)NC=1C=C2CN(C(C2=CC1)=O)C1C(NC(CC1)=O)=O 3-(5-(((1S,2S)-2-(isobutylamino)cyclohexyl)amino)-1-oxoisoindolin-2-yl)piperidine-2,6-dione